3-[4-(4-piperidyl)indolin-1-yl]piperidine-2,6-dione N1CCC(CC1)C1=C2CCN(C2=CC=C1)C1C(NC(CC1)=O)=O